pentyl orthovalerate C(CCCC)(OCCCCC)([O-])[O-]